BrC1=CC=CC2=C1C1=C(S2)C=C2C=CC=CC2=C1 1-bromonaphtho[2,3-b]Benzothiophene